FC1=CC=C(C=C1)[C@@H](C)NC1=CC=C(C=N1)C=1C=CC2=C(NC(O2)=O)C1 (R)-5-(6-((1-(4-fluorophenyl)ethyl)amino)pyridin-3-yl)benzo[d]oxazol-2(3H)-one